4-methoxy-6-(4,4,5,5-tetramethyl-1,3,2-dioxaborolan-2-yl)isoquinolin-1(2H)-one COC1=CNC(C2=CC=C(C=C12)B1OC(C(O1)(C)C)(C)C)=O